FC(C(=O)O)(F)F.N1CC(CC1)C=1C(=NC=CC1)N (pyrrolidin-3-yl)pyridin-2-amine trifluoroacetic acid salt